C(C)OC(=C)C=1N2C(SC1C(=O)OCC)=C(C(=N2)C)C2=C(C(=CC(=C2)F)F)F ethyl 3-(1-ethoxyethenyl)-6-methyl-7-(2,3,5-trifluorophenyl)pyrazolo[3,2-b][1,3]thiazole-2-carboxylate